5-(Chloromethyl)-2-(cyclopentoxy)pyridine ClCC=1C=CC(=NC1)OC1CCCC1